BrC1=NNC(=C1C#N)Br 3,5-dibromo-4-cyanopyrazole